3-(6-p-tolyl-pyridin-3-yloxy)-1-aza-bicyclo[2.2.2]octane C1(=CC=C(C=C1)C1=CC=C(C=N1)OC1CN2CCC1CC2)C